CSCC[C@@H](C(=O)N[C@@H](CC(=O)O)C(=O)N[C@@H](CC1=CC=CC=C1)C(=O)N)NC(=O)[C@H](CC2=CNC3=CC=CC=C32)N The molecule is a tetrapeptide composed of L-tryptophan, L-methione, L-aspartic acid and L-phenylalaninamide residues joined in sequence. It has a role as an anxiogenic and a human metabolite. It is a tetrapeptide and a peptidyl amide.